1,4-diamino-2,3-dicyano-1,4-bis(2-chloroethylmercapto)butadiene NC(=C(C(=C(SCCCl)N)C#N)C#N)SCCCl